(3,4-dichloropyridin-2-yl)methanol 2-(2-methacryloxyethylcarbamoyloxy)propyl-methacrylate C(C(=C)C)(=O)OCCNC(=O)OC(CC=C(C(=O)OCC1=NC=CC(=C1Cl)Cl)C)C